4-chloro-7-methoxy-6-nitroquinazoline ClC1=NC=NC2=CC(=C(C=C12)[N+](=O)[O-])OC